C=C(C(=O)[O-])\C=C\CCCCCOCC1=CC=CC=C1 (E)-2-methylene-9-phenylmethoxynon-3-enoate